(S)-ethyl 8-(2-amino-6-((R)-2,2,2-trifluoro-1-(2-(3-methyl-1H-pyrazol-1-yl)-5-(pyrimidin-5-yl)phenyl)ethoxy)pyrimidin-4-yl)-2,8-diazaspiro[4.5]decane-3-carboxylate NC1=NC(=CC(=N1)N1CCC2(C[C@H](NC2)C(=O)OCC)CC1)O[C@@H](C(F)(F)F)C1=C(C=CC(=C1)C=1C=NC=NC1)N1N=C(C=C1)C